FC1=C(C=CC(=C1)O)C1=CC(SS1)=S 5-(2-fluoro-4-hydroxyphenyl)-3H-1,2-dithiole-3-thione